1-(7-benzylamino-2,3a,4,6-tetraaza-5-indenyl)-2-methyl-4-indolecarboxamide C(C1=CC=CC=C1)NC1=NC(=NN2C=NC=C12)N1C(=CC=2C(=CC=CC12)C(=O)N)C